COC1=C(C(=CC=C1)OC)C1=CN(C2=NC(=CC=C21)NC(=O)[C@H]2[C@H](C2)F)COCC[Si](C)(C)C (1S,2S)-N-[3-(2,6-dimethoxyphenyl)-1-[[2-(trimethylsilyl)ethoxy]methyl]pyrrolo[2,3-b]pyridin-6-yl]-2-fluorocyclopropane-1-carboxamide